ClC=1N=C(SC1NC(C[C@H](C(=O)N[C@H]1C2=C(C(N3N(C1=O)CCC3)=O)C=CC=C2)C2CC2)=O)C=2C=NC(=CC2)C(F)(F)F (S)-N4-(4-chloro-2-(6-(trifluoromethyl)pyridin-3-yl)thiazol-5-yl)-2-cyclopropyl-N1-((S)-5,11-dioxo-2,3,10,11-tetrahydro-1H,5H-benzo[d]pyrazolo[1,2-a][1,2]diazepin-10-yl)succinamide